C1(CC1)C1=C(C=CC(=C1)C#C)C(N1C[C@H](CCC1)[C@](CO)(C)O)([2H])[2H] (2s)-2-{(3s)-1-[(2-cyclopropyl-4-ethynylphenyl)(2H2)methyl]piperidin-3-yl}propane-1,2-diol